C[Si](CCOCN1N=C2C=CC=CC2=C1)(C)C (2-(trimethylsilyl)ethoxy)methyl-2H-indazole